C(C)[SiH](N)CC Diethyl-aminosilane